2-methylvaleryl chloride CC(C(=O)Cl)CCC